3-(3-ethoxy-4-hydroxystyryl)-5-methoxy-4-(3-methylbut-2-en-1-yl)phenol C(C)OC=1C=C(C=CC=2C=C(C=C(C2CC=C(C)C)OC)O)C=CC1O